COCC(=O)NC=1SC(=CN1)S(=O)(=O)N1CCN(CC1)C[C@H](C)NC1=NC=NC2=C(C=CC=C12)C(F)(F)F 2-methoxy-N-[5-({4-[(2S)-2-{[8-(trifluoromethyl)quinazolin-4-yl]amino}propyl]piperazin-1-yl}sulfonyl)-1,3-thiazol-2-yl]acetamide